4-[(2,3-dimethyl-5-sulfo-3h-indol-3-yl)methyl]benzoic acid CC1=NC2=CC=C(C=C2C1(C)CC1=CC=C(C(=O)O)C=C1)S(=O)(=O)O